3-(5-(1-((1-methyl-1H-indazol-3-yl)methyl)piperidin-4-yl)-1-oxoisoindolin-2-yl)piperidine-2,6-dione CN1N=C(C2=CC=CC=C12)CN1CCC(CC1)C=1C=C2CN(C(C2=CC1)=O)C1C(NC(CC1)=O)=O